2-((5-(2-(4-cyano-2-fluorophenyl)-2-methylbenzo[d][1,3]dioxol-4-yl)-2,5-diazabicyclo[4.1.0]heptan-2-yl)methyl)-1-(((S)-oxetan-2-yl)methyl)-1H-benzo[d]imidazole-6-carboxylic acid C(#N)C1=CC(=C(C=C1)C1(OC2=C(O1)C=CC=C2N2CCN(C1CC21)CC2=NC1=C(N2C[C@H]2OCC2)C=C(C=C1)C(=O)O)C)F